C1N(CC12COCC2)C=2OC1=C(N2)C=C(C=C1)NC(=O)C=1C=CC2=C(CCO2)C1 2,3-dihydro-benzofuran-5-carboxylic acid [2-(6-oxa-2-aza-spiro[3.4]oct-2-yl)-benzooxazol-5-yl]-amide